C(C)(C)(C)OC(=O)N (tert-butoxy)carboxamide